N-hydroxy-3,4,5,6-tetra(carbazol-9-yl)phthalimide ON1C(C=2C(C1=O)=C(C(=C(C2N2C1=CC=CC=C1C=1C=CC=CC21)N2C1=CC=CC=C1C=1C=CC=CC21)N2C1=CC=CC=C1C=1C=CC=CC21)N2C1=CC=CC=C1C=1C=CC=CC21)=O